NC(/C=C/CNC(CNC(CN(C(=O)C1CCC1)C1CCN(CC1)C(C)C1=CC=CC2=CC=CC=C12)=O)=O)=O (E)-N-(2-((2-((4-amino-4-oxobut-2-en-1-yl)amino)-2-oxoethyl)amino)-2-oxoethyl)-N-(1-(1-(naphthalen-1-yl)ethyl)piperidin-4-yl)cyclobutanecarboxamide